[2-(methacryloylamino)ethyl]tri-methylammonium fluoride [F-].C(C(=C)C)(=O)NCC[N+](C)(C)C